O[C@@]1(CC[C@@]2([C@H]3CC[C@@]4([C@H](CC[C@H]4[C@@H]3CC[C@@H]2C1)[C@@](CN1N=CC(=C1)C#N)(C)OC)C)C)COC 1-((R)-2-((3R,5R,8R,9S,10S,13S,14S,17S)-3-hydroxy-3-(methoxymethyl)-10,13-dimethylhexadecahydro-1H-cyclopenta[a]phenanthren-17-yl)-2-methoxypropyl)-1H-pyrazole-4-carbonitrile